Tert-Butyl 4-(3-(hydroxymethyl)-1H-pyrazol-1-yl)piperidine-1-carboxylate OCC1=NN(C=C1)C1CCN(CC1)C(=O)OC(C)(C)C